tert-Butyl 4-((4-(2,2-difluoroethyl)-2-(4-(methoxycarbonyl)-3-((2,2,2-trifluoroethyl)amino)phenyl)piperazin-1-yl)methyl)-5-methoxy-7-methylindole-1-carboxylate FC(CN1CC(N(CC1)CC1=C2C=CN(C2=C(C=C1OC)C)C(=O)OC(C)(C)C)C1=CC(=C(C=C1)C(=O)OC)NCC(F)(F)F)F